N'-[1-(2-chloro-3,5-difluoro-phenyl)ethyl]-N'-cyclopropyl-ethane-1,2-diamine hydrochloride Cl.ClC1=C(C=C(C=C1F)F)C(C)N(CCN)C1CC1